cyclopentadecylboric acid C1(CCCCCCCCCCCCCC1)OB(O)O